FC(C(=O)N[C@@H]1[C@H](N(C(C1)=O)C=1C=C2C=NN(C2=CC1)CC1=CC(=NC=C1)OC)C1=CC=CC=C1)(C)F |r| 2,2-difluoro-N-[rac-(2R,3S)-1-[1-[(2-methoxy-4-pyridyl)methyl]indazol-5-yl]-5-oxo-2-phenylpyrrolidin-3-yl]propanamide